NC[C@@]1(OC2=C(C1)C(=C(C(=C2)F)Cl)C2=C(C(=NC=C2C(=O)N)OCCO)F)C2=CC=CC=C2 4-((2S,4S)-2-(aminomethyl)-5-chloro-6-fluoro-2-phenyl-2,3-dihydrobenzofuran-4-yl)-5-fluoro-6-(2-hydroxyethoxy)nicotinamide